CC1=CC=CC=C1N2CCNCC2.Cl 1-(o-tolyl)piperazine hydrochloride